NC=1C=C(C(=O)NC2=C(C=C(C(=C2)Cl)C(C#N)C2=CC=C(C=C2)Cl)C)C=CC1 3-amino-N-(5-chloro-4-((4-chlorophenyl)(cyano)methyl)-2-methylphenyl)benzamide